C(#N)C=1C=C(C=NC1)NC(N)=O 3-(5-cyanopyridin-3-yl)urea